tert-butyl N-[2-methoxy-1-[3-(m-tolyl)-1,2,4-oxadiazol-5-yl]ethyl]carbamate COCC(C1=NC(=NO1)C=1C=C(C=CC1)C)NC(OC(C)(C)C)=O